COC=1C=CC(=NC1)N(C1=CC=C(C=N1)C1CN(C1)C(=O)N1C[C@H](CC1)C1=CN=NN1)C [3-[6-[(5-methoxy-2-pyridinyl)-methyl-amino]-3-pyridinyl]azetidin-1-yl]-[(3S)-3-(1H-triazol-5-yl)pyrrolidin-1-yl]methanone